3-bromo-N-[1-[5-bromo-2-[5-(2,2-difluoroethoxy)-2-pyridyl]-1,2,4-triazol-3-yl]ethyl]-5-(trifluoromethyl)benzamide BrC=1C=C(C(=O)NC(C)C=2N(N=C(N2)Br)C2=NC=C(C=C2)OCC(F)F)C=C(C1)C(F)(F)F